OCCN(C(CCCCCCC\C=C/CCCCCCCC)=O)CCO (Z)-N,N-di(2-hydroxyethyl)-9-octadecenoic acid amide